NC1=C(C=CC(=C1)NCC1=CC=C(C=C1)O)NC(CCCCCCC)=O N-(2-Amino-4-((4-hydroxybenzyl)amino)phenyl)octanamid